acrylamido-2-methylpropyltrimethoxy-silan C(C=C)(=O)NCO[Si](OC)(OC)CC(C)C